Cl.N1CCC(CC1)C=1SC2=C(CCC=3C=NC(=NC23)N[C@H]2[C@@H](COCC2)O)N1 (3S,4R)-4-((2-(piperidin-4-yl)-4,5-dihydrothiazolo[4,5-h]quinazolin-8-yl)amino)tetrahydro-2H-pyran-3-ol HCl